3,4-di-tert-butyldimethylbenzoic acid C(C)(C)(C)C=1C(=C(C(=O)O)C=C(C1C(C)(C)C)C)C